FC(C(=O)O)(F)F.FC(C(=O)O)(F)F.C1(=C(C=CC=C1)C[C@H]1C[C@@H](NC1)C(=O)N[C@H](C(=O)NCC=1C(=NC(=CC1)N)C)C)C1=CC=CC=C1 (2R,4S)-4-([1,1'-biphenyl]-2-ylmethyl)-N-((S)-1-(((6-amino-2-methylpyridin-3-yl)methyl)amino)-1-oxopropan-2-yl)pyrrolidine-2-carboxamide di-trifluoroacetate salt